tridecatriene-7,9-diyne C=CC=CC=CC#CC#CCCC